2',2'''-(pyridine-2,6-diyl)bis(3-((3r,5r,7r)-adamantan-1-yl)-4',5-dimethyl-[1,1'-biphenyl]-2-ol) N1=C(C=CC=C1C1=C(C=CC(=C1)C)C=1C(=C(C=C(C1)C)C12CC3CC(CC(C1)C3)C2)O)C2=C(C=CC(=C2)C)C=2C(=C(C=C(C2)C)C23CC1CC(CC(C2)C1)C3)O